N,N-bis[2-(p-toluenesulfonyloxy)ethyl]p-toluenesulfonamide CC1=CC=C(C=C1)S(=O)(=O)OCCN(S(=O)(=O)C1=CC=C(C)C=C1)CCOS(=O)(=O)C1=CC=C(C)C=C1